1,3-dihydroanthraceno[2,3-c]Thiophene C1SCC2=C1C=C1C=C3C=CC=CC3=CC1=C2